C1N(CC2=CC=CC=C12)C(=O)N1CC2(C1)CCN(CC2)C(=O)OC(C)(C)C tert-butyl 2-(isoindoline-2-carbonyl)-2,7-diazaspiro[3.5]nonane-7-carboxylate